6-Bromo-8-((tetrahydro-2H-pyran-4-yl)oxy)quinazolin-4-ol BrC=1C=C2C(=NC=NC2=C(C1)OC1CCOCC1)O